1-(1-hydroxypropan-2-yl)-6-{[2-(trimethylsilyl)ethoxy]methyl}-1,2,3,4-tetrahydropyridino[2,3-d]pyridazin-5(6H)-one OCC(C)N1CCCC2=C1C=NN(C2=O)COCC[Si](C)(C)C